FC1(C(C[C@]12CN(CC2)C(=O)NC2=C(C=C(C(=C2)C2=CC(=NC(=C2)N2CCOCC2)OCCO)C)F)(F)F)F (4R)-1,1,2,2-tetrafluoro-N-[2-fluoro-5-[2-(2-hydroxyethoxy)-6-(morpholin-4-yl)pyridin-4-yl]-4-methylphenyl]-6-azaspiro[3.4]octane-6-carboxamide